C[C@@H](CCC=C(C)C)CCO Beta-rhodinol